C1(CC1)C1=NOC(=N1)C=1C(=CC(=NC1)NC1=CC2=C(C(OC2(C)C)=O)C=C1)N[C@H](CO)C1CC1 5-{[5-(3-cyclopropyl-1,2,4-oxadiazol-5-yl)-4-{[(1S)-1-cyclopropyl-2-hydroxyethyl]Amino}pyridin-2-yl]Amino}-3,3-dimethyl-1,3-dihydro-2-benzofuran-1-one